C1(CC1)C(=O)NC1=CC(=C(N=N1)C(=O)NC([2H])([2H])[2H])NC1=NC=CC(=C1OC)C1=NOC(=N1)COC 6-Cyclopropanamido-4-({3-methoxy-4-[5-(methoxymethyl)-1,2,4-oxadiazol-3-yl]pyridin-2-yl}amino)-N-(2H3)methylpyridazin-3-carboxamid